N(=[N+]=[N-])C1COCC1N=[N+]=[N-] 3,4-diazidotetrahydrofuran